ONC(=O)C1=CC=2C(=NOC2C2=CC(=C(C=C2)C2=CC=CC=C2)[N+](=O)[O-])C=C1 N-hydroxy-3-(2-nitro-[1,1'-biphenyl]-4-yl)benzo[c]isoxazole-5-carboxamide